C(COCCOCCOCCOC)N 3,6,9,12-tetraoxatridecanamine